O-terphenyl C1=CC=C(C=C1)C2=CC=CC=C2C3=CC=CC=C3